IN1NC2=CC(=C(C=C2C1)C=1C=NC(=NC1)C)C(=O)N(C)C 2-iodo-N,N-dimethyl-5-(2-methylpyrimidin-5-yl)-1H-indazole-6-carboxamide